1-(5-chloro-1H-indol-3-yl)-3-(2-(((trifluoromethyl)thio)methyl)phenyl)urea ClC=1C=C2C(=CNC2=CC1)NC(=O)NC1=C(C=CC=C1)CSC(F)(F)F